COC(=O)C=1C=C2C=NN(C2=CC1Br)C 6-bromo-1-methyl-indazole-5-carboxylic acid methyl ester